FC=1C=C(C=CC1OCC(F)(F)F)C=1C(=NC=2N(C=CCN2)C1)C(F)(F)F 7-(3-fluoro-4-(2,2,2-trifluoroethoxy)phenyl)-8-(trifluoromethyl)-2H-pyrimido[1,2-a]pyrimidine